[Se].[Mo]=[Te] molybdenum telluride selenium